rac-N-((4R,5S)-4-(6-bromopyridin-2-yl)-7-ethyl-6-oxo-1-phenyl-4,5,6,7-tetrahydro-1H-pyrazolo[3,4-b]pyridin-5-yl)-4-(trifluoromethyl)pyrimidine-2-carboxamide BrC1=CC=CC(=N1)[C@@H]1C2=C(N(C([C@H]1NC(=O)C1=NC=CC(=N1)C(F)(F)F)=O)CC)N(N=C2)C2=CC=CC=C2 |r|